7-chloro-4-methylspiro[benzo[d][1,3]dioxole-2,1'-cyclohexane]-5-carboxylic acid ClC1=CC(=C(C2=C1OC1(CCCCC1)O2)C)C(=O)O